N-sec-butyl-4'-propargyloxy-4-biphenylsulfonamide C(C)(CC)NS(=O)(=O)C1=CC=C(C=C1)C1=CC=C(C=C1)OCC#C